1-(2,4-dichloro-5-methoxyphenyl)-3-(4-iodophenyl)thiourea ClC1=C(C=C(C(=C1)Cl)OC)NC(=S)NC1=CC=C(C=C1)I